(S,E)-3-(7-amino-8-oxo-6,7,8,9-tetrahydro-5H-pyrido[2,3-b]azepin-3-yl)-N-((7-chloro-3-methylbenzofuran-2-yl)methyl)-N-methylacrylamide hydrochloride Cl.N[C@H]1CCC2=C(NC1=O)N=CC(=C2)/C=C/C(=O)N(C)CC=2OC1=C(C2C)C=CC=C1Cl